1-((R)-3,3-difluoro-4-((6-fluoro-5-(1-((R)-2-fluoropropyl)-1H-benzo[d][1,2,3]triazol-6-yl)-4-methoxypyrrolo[2,1-f][1,2,4]triazin-2-yl)amino)piperidin-1-yl)-2-hydroxyethan-1-one FC1(CN(CC[C@H]1NC1=NN2C(C(=N1)OC)=C(C(=C2)F)C=2C=CC1=C(N(N=N1)C[C@@H](C)F)C2)C(CO)=O)F